C(OC)(OC(C)(C=1C=NC=CC1)C)=O methyl [1-methyl-1-(3-pyridinyl) ethyl] carbonate